(3Z)-6-(nonyloxymethoxy)-3-hexenylmagnesium chloride C(CCCCCCCC)OCOCC\C=C/CC[Mg]Cl